[Na+].CN1N=CC(=C1)C=1C=C(C=CC1)[C@H](CC(=O)[O-])NC(=O)NC1C(N(C=CC1=O)C)=O (S)-3-(3-(1-methyl-1H-pyrazol-4-yl)phenyl)-3-(3-(1-methyl-4-oxo-2-oxo-1,2-dihydropyridin-3-yl)ureido)propanoic acid sodium salt